ClC1=CC(=C(NC=2C(=C(C=NC2)C(=O)OC)C)C=C1)F methyl 5-(4-chloro-2-fluoro-anilino)-4-methyl-pyridine-3-carboxylate